CN(C=1C=CC(=C(C1)N1/C(/SCC1=O)=N/C(=O)NC1=C(C=C(C=C1)C=1OC(=NN1)C1=CC=C(C=C1)OC(F)(F)F)F)C(F)(F)F)C (Z)-1-(3-(5-(dimethylamino)-2-(trifluoromethyl)phenyl)-4-oxothiazolidin-2-ylidene)-3-(2-fluoro-4-(5-(4-(trifluoromethoxy)phenyl)-1,3,4-oxadiazol-2-yl)phenyl)urea